5-((4-methoxybenzyl)amino)imidazo[1,5-c]quinazoline-9-Carboxylic acid methyl ester COC(=O)C1=CC=2C=3N(C(=NC2C=C1)NCC1=CC=C(C=C1)OC)C=NC3